O=C1NC(CCC1N1C(C2=CC=CC(=C2C1=O)OCC=1N=C2N(C=C(C=C2)CN2CCOCC2)C1)=O)=O 2-(2,6-DIOXOPIPERIDIN-3-YL)-4-((6-(MORPHOLINOMETHYL)IMIDAZO[1,2-A]PYRIDINE-2-YL)METHOXY)ISOINDOLINE-1,3-DIONE